ClC1=C(C=CC=C1)CC(=O)NC1=CC(=NC=C1)N(C(C)=O)C1=CC(=CC=C1)F N-{4-[2-(2-chlorophenyl)acetylamino]pyridin-2-yl}-N-(3-fluorophenyl)acetamide